N1(N=CC=C1)C(CC(=O)N1CCC(CC1)(O)CN1C=NC=2C(C1=O)=NN(C2C=2C=C1CCC(C1=CC2)=O)C)C 6-((1-(3-(1H-pyrazol-1-yl)butyryl)-4-hydroxypiperidin-4-yl)methyl)-2-methyl-3-(1-oxo-2,3-dihydro-1H-inden-5-yl)-2,6-dihydro-7H-pyrazolo[4,3-d]pyrimidin-7-one